CC1=CC=C(C=C1)CC=O 4-Methylphenyl-acetaldehyd